2-[2-Hydroxy-4-(1-octyloxycarbonylethoxy)phenyl]-4,6-bis(4-phenylphenyl)-1,3,5-triazine OC1=C(C=CC(=C1)OC(C)C(=O)OCCCCCCCC)C1=NC(=NC(=N1)C1=CC=C(C=C1)C1=CC=CC=C1)C1=CC=C(C=C1)C1=CC=CC=C1